C(C)(C)(C)C1=CC(=NC=N1)C=1NC2=CC(=C(C=C2C1)SC(C(=O)O)(C)C)F 2-((2-(6-(tert-Butyl)pyrimidin-4-yl)-6-fluoro-1H-indol-5-yl)thio)-2-methylpropanoic acid